4-(5-Fluoropyridin-2-yl)piperazine-1-carboxylic acid tert-butyl ester C(C)(C)(C)OC(=O)N1CCN(CC1)C1=NC=C(C=C1)F